C(#N)CNC(=O)C1=NC=NC=C1 N-(cyanomethyl)pyrimidine-4-carboxamide